BrC1=CC=C(C=C1)COCOCC 1-bromo-4-(ethoxymethoxymethyl)benzene